palladium-gold-gallium [Ga].[Au].[Pd]